OCC1=CC=CC=2C=C(S(C21)=S)Cl 7-(hydroxymethyl)-1-benzothiophene-Thionyl chloride